(3-amino-3-oxopropyl)phenyl-2-methylpropanoate NC(CCCC(C(=O)[O-])(C)C1=CC=CC=C1)=O